2-vinylthio-naphtho[2,1-d]benzothiazole C(=C)SC=1C=C2C=CC34N=CSC3C=CC=C4C2=CC1